Acetic acid 1-{3-[6-amino-2-fluoro-8-(5-iodo-2,3-dihydro-benzofuran-6-ylmethyl)-purin-9-yl]-propylcarbamoyl}-1-methyl-ethyl ester NC1=C2N=C(N(C2=NC(=N1)F)CCCNC(=O)C(C)(C)OC(C)=O)CC1=CC2=C(CCO2)C=C1I